(S)-2-(4-(3-oxo-hexahydroimidazo[1,5-a]pyrazin-2(3H)-yl)bicyclo[2.1.1]hex-1-yl)acetic acid O=C1N(C[C@H]2N1CCNC2)C21CCC(C2)(C1)CC(=O)O